FC=1C(=C(C=CC1)\C=C/C(=O)OC)NC(NC1=C(C=CC(=C1)C(F)(F)F)OC)=O Methyl (2Z)-3-[3-fluoro-2-({[2-methoxy-5-(trifluoromethyl)phenyl]carbamoyl}amino)-phenyl]acrylate